C(C)(C)(C)OC(=O)C1=CN=C(N1C)CN1C[C@H](CC1)N1C(N(C=2C1=NC=CC2)C2=CC=C(C=C2)OC2=CC=CC=C2)=O (S)-1-methyl-2-((3-(2-oxo-1-(4-phenoxyphenyl)-1,2-dihydro-3H-imidazo[4,5-b]pyridin-3-yl)pyrrolidin-1-yl)methyl)-1H-imidazole-5-carboxylic acid tert-butyl ester